O=C1NC(CCC1NC1=CC(=C(C=C1OC)N1CCC(CC1)CN1CCC2(CC(C2)NC(C2=C(C=CC(=C2)OC)F)=O)CC1)F)=O N-(7-((1-(4-((2,6-dioxopiperidin-3-yl)amino)-2-fluoro-5-methoxyphenyl)piperidin-4-yl)methyl)-7-azaspiro[3.5]nonan-2-yl)-2-fluoro-5-methoxybenzamide